C(C)(C)(C)C1=C(C(=CC=C1O)C)C(C)(C)C 2,3-di-t-butyl-4-cresol